C(C)(C)(C)OC(=O)N1CC(CCC1)C=1C(N(C=CC1)C)=O 3-(1-methyl-2-oxo-1,2-dihydropyridin-3-yl)piperidine-1-carboxylic acid tert-butyl ester